FC=1C=CC(=NC1)[C@@H](C)OC=1C=2N(C=C(C1)C=1N=NN(C1C)C1CCN(CC1)C(=O)OC(C)(C)C)N=CC2CO tert-Butyl 4-[4-[4-[(1R)-1-(5-fluoro-2-pyridyl)ethoxy]-3-(hydroxymethyl)pyrazolo[1,5-a]pyridin-6-yl]-5-methyl-triazol-1-yl]piperidine-1-carboxylate